benzyl 4-(4-(tert-butoxycarbonyl) piperazin-1-yl)-7,8-dihydropyrido[4,3-d]pyrimidine-6(5H)-carboxylate C(C)(C)(C)OC(=O)N1CCN(CC1)C=1C2=C(N=CN1)CCN(C2)C(=O)OCC2=CC=CC=C2